CN(C(=O)C=1NC=CN1)CC1=CC(=C(C=C1)C(N[C@H](C)C1=CC(=NC2=CC=CC=C12)C=1C=NN(C1)C)=O)C (R)-N-methyl-N-(3-methyl-4-((1-(2-(1-methyl-1H-pyrazol-4-yl)quinolin-4-yl)ethyl)carbamoyl)benzyl)-1H-imidazole-2-carboxamide